NCC(C(=O)O)CO 3-Amino-2-(hydroxymethyl)propanoic acid